rel-(R)-tert-Butyl (6-(pyridin-4-yl)-1,3,4,5-tetrahydrobenzo[c]oxepin-1-yl)methylcarbamate N1=CC=C(C=C1)C1=CC=CC=2[C@@H](OCCCC21)CNC(OC(C)(C)C)=O |o1:11|